4-bromo-2-(1H-pyrazolo[3,4-b]pyrazin-3-yl)thiazole BrC=1N=C(SC1)C1=NNC2=NC=CN=C21